(R)-N-((S)-1-amino-1-oxo-3-((S)-2-oxopyrrolidin-3-yl)propan-2-yl)-3,3-dimethyl-1-(3-methylisoxazole-5-carbonyl)-1,3-azasilolidine-5-carboxamide NC([C@H](C[C@H]1C(NCC1)=O)NC(=O)[C@@H]1C[Si](CN1C(=O)C1=CC(=NO1)C)(C)C)=O